[Na+].ClC1=CC(=C(C=C1)C)OCC(=O)[O-] 4-chloro-o-tolyloxyacetic acid, sodium salt